CC1=CC=CC=C1 Toluen